NC1=C(SC=2N=C(SC21)C)C(=O)NC2CC=1C(=CC(=NC1CC2)N2CC(C(C2)OC)N)F 6-amino-N-[2-(3-amino-4-methoxypyrrolidin-1-yl)-4-fluoro-5,6,7,8-tetrahydroquinolin-6-yl]-2-methylthieno[2,3-d][1,3]thiazole-5-carboxamide